OC1=CC=2N(C=C1)N=CC2C2CCC1(CN(C1)C(=O)OC(C)(C)C)CC2 tert-butyl 7-(5-hydroxypyrazolo[1,5-a]pyridin-3-yl)-2-azaspiro[3.5]nonane-2-carboxylate